4-ethyl-8,14-dioxa-5,10,19,20,23-pentaazatetracyclo[13.5.2.12,5.018,21]tricosa-1(20),2(23),15,17,21-pentaen-9-one C(C)C1CC=2C3=NNC4=CC=C(OCCCNC(OCCN1N2)=O)C=C34